4-methylpyridin-2-sulfonamide CC1=CC(=NC=C1)S(=O)(=O)N